4-(4-Fluoro-3-methylphenoxy)benzaldehyde FC1=C(C=C(OC2=CC=C(C=O)C=C2)C=C1)C